OCCOCCO bis-(2-hydroxyethyl) ether